O1C(=NC2=C1C=CC=C2)C=2N=C(N(C(C2O)=O)C)N(C)C(C2=CC=C1CNC(C1=C2)=O)C2=CC=CC=C2 6-({[4-(1,3-benzoxazol-2-yl)-5-hydroxy-1-methyl-6-oxopyrimidin-2-yl](methyl)amino}(phenyl)methyl)-2,3-dihydroisoindol-1-one